ClC1=C(C=C(C=C1)C1=NN2C(CN(C(C2)(C)C)C(C=C)=O)=C1C1=CC=NC=C1)C 1-[2-(4-chloro-3-methylphenyl)-6,6-dimethyl-3-(pyridin-4-yl)-6,7-dihydropyrazolo[1,5-a]pyrazin-5(4H)-yl]prop-2-en-1-one